N(=[N+]=[N-])C[C@H]([C@@H]([C@@H](CC(=O)NC(CN=[N+]=[N-])=O)O)O)O 6-azido-6-deoxy-2-azidoacetamido-2-deoxygalactose